Propyl 4-methyl-2-(methyl(2-((7-(5-methyl-1,2,4-oxadiazol-3-yl)isoquinolin-1-yl)amino)ethyl)carbamoyl)thiazole-5-carboxylate CC=1N=C(SC1C(=O)OCCC)C(N(CCNC1=NC=CC2=CC=C(C=C12)C1=NOC(=N1)C)C)=O